ClC1=NC=C(C(=C1)C1=C(C=NC(=C1)C)C(=O)NC=1SC2=C(N1)CN(C2)C(=O)C2CC(C2)O)OC 2'-chloro-N-(5-((1r,3r)-3-hydroxycyclobutane-1-carbonyl)-5,6-dihydro-4H-pyrrolo[3,4-d]thiazol-2-yl)-5'-methoxy-6-methyl-[4,4'-bipyridine]-3-carboxamide